ClC1=C(N=C(N=N1)N([C@H]1[C@@H](CCCC1)NC([O-])=O)C(C)(C)C)C {(1R,2R)-2-[(6-chloro-5-methyl-1,2,4-triazin-3-yl) tert-butyl amino]cyclohexyl}carbamate